ONC(CC1=CC=C(C=C1)OC(C(F)F)(F)F)=N N-hydroxy-2-(4-(1,1,2,2-tetrafluoroethoxy)phenyl)acetamidine